di(ethylhexyl)cyclohexane-1,4-dicarboxylate C(C)C(CCCCC)OC(=O)C1CCC(CC1)C(=O)OC(CCCCC)CC